1-(4-Methoxyphenyl)-3-[(6-methyl-1H-benzimidazol-2-yl)sulfanyl]prop-2-en-1-on COC1=CC=C(C=C1)C(C=CSC1=NC2=C(N1)C=C(C=C2)C)=O